2-hydroxy-5-(4,7,8-trichloroquinolin-2-yl)benzoic acid OC1=C(C(=O)O)C=C(C=C1)C1=NC2=C(C(=CC=C2C(=C1)Cl)Cl)Cl